(3,6-diazabicyclo[3.1.1]-heptan-3-yl)(6-(2-hydroxy-4-(1H-pyrazol-4-yl)phenyl)pyridazin-3-yl)methanone C12CN(CC(N1)C2)C(=O)C=2N=NC(=CC2)C2=C(C=C(C=C2)C=2C=NNC2)O